CC1=C(C=CC=2N(C=NC21)C2=NC(OC1=C2C=CC(=C1)C)(C)CC(=O)O)C 2-(4-(4,5-dimethyl-1H-benzo[d]imidazol-1-yl)-2,7-dimethyl-2H-benzo[e][1,3]oxazin-2-yl)acetic acid